FC=1C(=NC(=NC1)NC1=CC=C(C=N1)N1CCN(CC1)CC=1C=C(C=CC1)N1C(NC(CC1)=O)=O)C=1C=C(C2=C(N(C(=N2)C)C(C)C)C1)F 1-(3-((4-(6-((5-fluoro-4-(4-fluoro-1-isopropyl-2-methyl-1H-benzo[d]imidazol-6-yl)pyrimidin-2-yl)amino)pyridin-3-yl)piperazin-1-yl)methyl)phenyl)dihydropyrimidine-2,4(1H,3H)-dione